(Boc)-4-aminobenzoic acid methyl ester COC(C1=C(C=C(C=C1)N)C(=O)OC(C)(C)C)=O